4-NITRO-1H-PYRROLE-2-CARBALDEHYDE [N+](=O)([O-])C=1C=C(NC1)C=O